tert-butyl-[(2R)-4-benzyl-5,5-dimethylmorpholin-2-yl]methanol C(C)(C)(C)C(O)[C@H]1CN(C(CO1)(C)C)CC1=CC=CC=C1